tert-butyl ((1r,3r)-3-(4-(3-(4-((6-(1-hydroxylethyl)pyridazine-3-yl)oxy)phenyl)pentan-3-yl)phenoxy)cyclobutyl)carbamate O[C@H](C)C1=CC=C(N=N1)OC1=CC=C(C=C1)C(CC)(CC)C1=CC=C(OC2CC(C2)NC(OC(C)(C)C)=O)C=C1